[C@@H](C)(CC)C1=CN(C(C2=CC(=C(C=C12)N1N=C(N(C1=O)CC)CO)F)=O)C1=C(C=CC=C1F)Cl |r| Racemic-4-(sec-Butyl)-2-(2-chloro-6-fluorophenyl)-6-(4-ethyl-3-(hydroxymethyl)-5-oxo-4,5-dihydro-1H-1,2,4-triazol-1-yl)-7-fluoroisoquinolin-1(2H)-one